CC(C)(C)OC(=O)NCCC[C@@H](C(=O)O)N N-delta-Boc-L-ornithine